2-(4-(2-(2-hydroxyethoxy)pyrimidin-5-yl)phenyl)-3,5,7,8-tetrahydro-4H-thiopyrano[4,3-d]pyrimidin-4-one OCCOC1=NC=C(C=N1)C1=CC=C(C=C1)C=1NC(C2=C(N1)CCSC2)=O